COC(CC1=CC=C(C=C1)NC(=O)C1=CC2=C(OCCC3=C2SC=C3)C=C1C=1C(=NC(=CC1)C(NCCC)=O)C(=O)OC)=O methyl 3-(9-((4-(2-methoxy-2-oxoethyl)phenyl)carbamoyl)-4,5-dihydrobenzo[b]thieno[2,3-d]oxepin-8-yl)-6-(propylcarbamoyl)picolinate